COC(=O)C1=NC(=CC(=C1Cl)N)C1=C(C(=C(C=C1)Cl)OC)F 4-amino-3-chloro-6-(4-chloro-2-fluoro-3-methoxyphenyl)2-pyridinecarboxylic acid methyl ester